4-(4-amino-6-((4-hydroxy-3-methylphenyl)amino)-1,3,5-triazin-2-yl)benzaldehyde NC1=NC(=NC(=N1)NC1=CC(=C(C=C1)O)C)C1=CC=C(C=O)C=C1